4-(2-fluoro-2-methylpropyl)piperazin FC(CN1CCNCC1)(C)C